Tert-Butyl N-[2-(4-{[(4-{[6-(5-Chloro-2-Fluorophenyl)-3-Methylpyridazin-4-Yl]Amino}Pyridin-2-Yl)Carbamoyl]Methyl}Piperazin-1-Yl)Ethyl]-N-Methylcarbamate ClC=1C=CC(=C(C1)C1=CC(=C(N=N1)C)NC1=CC(=NC=C1)NC(=O)CN1CCN(CC1)CCN(C(OC(C)(C)C)=O)C)F